dodecylmonomethyl-diethyl-ammonium bromide [Br-].C(CCCCCCCCCCC)[N+](CC)(CC)C